N-(5-Cyano-6-(1-methyl-1H-pyrazol-3-yl)pyridin-3-yl)-1-(isochinolin-4-yl)-5-(trifluoromethyl)-1H-pyrazol-4-carboxamid C(#N)C=1C=C(C=NC1C1=NN(C=C1)C)NC(=O)C=1C=NN(C1C(F)(F)F)C1=CN=CC2=CC=CC=C12